4,4-dimethylcyclohexan-1-ol, Dihydrochloride Cl.Cl.CC1(CCC(CC1)O)C